8-((3R,4R)-3-(cyclopropylmethoxy)-4-(3-(trifluoromethyl)phenoxy)piperidin-1-yl)-5-methyl-6-oxo-5,6-dihydro-1,5-naphthyridine-2-carbonitrile C1(CC1)CO[C@@H]1CN(CC[C@H]1OC1=CC(=CC=C1)C(F)(F)F)C1=CC(N(C=2C=CC(=NC12)C#N)C)=O